ClC1=NC=CC=C1C(CC)=O 1-(2-chloropyridin-3-yl)propan-1-one